1-(8-amino-6-(1-methyl-1H-pyrazol-4-yl)-2,7-naphthyridin-3-yl)-3-methylurea NC=1N=C(C=C2C=C(N=CC12)NC(=O)NC)C=1C=NN(C1)C